diethyl sulfone C(C)S(=O)(=O)CC